3-(1-(3,4-dichlorophenyl)pyrrolidin-3-yl)-2-fluoro-6-nitrobenzoic acid ClC=1C=C(C=CC1Cl)N1CC(CC1)C=1C(=C(C(=O)O)C(=CC1)[N+](=O)[O-])F